S(=O)(=O)(C=1NC=CC1)C=1NC=CC1 sulfonyl-bisazole